tert-butyl (1S,5R)-3-(((trifluoromethyl) sulfonyl) oxy)-8-azabicyclo[3.2.1]oct-2-ene-8-carboxylate FC(S(=O)(=O)OC1=C[C@@H]2CC[C@H](C1)N2C(=O)OC(C)(C)C)(F)F